2-Amino-N-(2,2,2-Trifluoroethyl)Acetamide Hydrochloride C(C(=O)NCC(F)(F)F)N.Cl